C(C(O)C)(=O)[O-].OCC[N+](C)(C)C 2-hydroxyethyltrimethylammonium lactate